NC=1NC(C=2N(C(N(C2N1)[C@@H]1O[C@@H]([C@H]([C@H]1O)F)CO)=O)CC1=CC=C(C=C1)OC)=O 2-Amino-9-((2R,3S,4S,5R)-4-fluoro-3-hydroxy-5-(hydroxymethyl)tetrahydrofuran-2-yl)-7-(4-methoxybenzyl)-7,9-dihydro-1H-purin-6,8-dion